ClC=1C=C(C=2N(N1)C(C(=C(N2)C)C)=O)C2C[C@H]1C([C@H]1C2)(F)F |r| 7-chloro-2,3-dimethyl-9-[rac-(1R,5S)-6,6-difluoro-3-bicyclo[3.1.0]hexanyl]pyrimido[1,2-b]pyridazin-4-one